N1(CC1)CCNS(=O)(=O)C=1C=C(C(=O)N(CCC)CCC)C=CC1 3-(N-(2-(aziridine-1-yl)ethyl)sulfamoyl)-N,N-dipropylbenzamide